C(C1=CC=CC=C1)OC1=C(C(=C2C=CC(=CC2=C1)/C=C/C(=O)OCC)F)N1S(NC(C1)=O)(=O)=O ethyl (E)-3-[7-benzyloxy-5-fluoro-6-(1,1,4-trioxo-1,2,5-thiadiazolidin-2-yl)-2-naphthyl]prop-2-enoate